P(=O)(O)(O)OCC(=O)[C@@H](O)[C@H](O)[C@H](O)[C@H](O)COP(=O)(O)O D-sedoheptulose 1,7-bisphosphate